ClC=1C(=NC=C(C1NC(=O)C1=CC(=C(C=C1O[C@H](C(F)(F)F)C)NC(OC1=CC=CC=C1)=O)F)C)OC (S)-phenyl (4-((3-chloro-2-methoxy-5-methylpyridin-4-yl)carbamoyl)-2-fluoro-5-((1,1,1-trifluoropropan-2-yl)oxy)phenyl)carbamate